ClC1=CC(=NC=C1C)C#CCOC1OCCCC1 4-chloro-5-methyl-2-(3-((tetrahydro-2H-pyran-2-yl)oxy)prop-1-yn-1-yl)pyridine